4-sulfonaphthalene-2,6-dicarboxylic acid S(=O)(=O)(O)C1=CC(=CC2=CC=C(C=C12)C(=O)O)C(=O)O